(S)-2-(3-methoxy-2-oxo-5-(2-oxoethyl) pyrazin-1(2H)-yl)-4-methylpentanoate COC=1C(N(C=C(N1)CC=O)[C@H](C(=O)[O-])CC(C)C)=O